ClC=1C=C(C=CC1)NC=1C=C(C=C(C1)C1=CC=C(C=C1)C([2H])([2H])[2H])C1=CC=CC=C1 N-(3-chlorophenyl)-4-(methyl-d3)-[1,1':3',1''-terphenyl]-5'-amine